N2,7-dimethylguanine CNC=1NC(C=2N(C=NC2N1)C)=O